C(N)(OC(C1=CC=C(C=C1)CNC1=C(C(=NC2=CC(=CC=C12)Br)Cl)[N+](=O)[O-])C(C)(C)C)=O (tert-butyl 4-(((7-bromo-2-chloro-3-nitroquinolin-4-yl) amino) methyl) benzyl) carbamate